C(CCCCCC\C=C\C=C\C)O (E,E)-8,10-Dodecadien-1-ol